CN1C(N(CC1)C)=NC 1,3-dimethyl-2-methyliminoimidazolidine